O=C1N([C@@H](CC1)C(=O)N1CC=2N(CC1)C=CN2)C(=O)OC(C)(C)C tert-butyl (S)-2-oxo-5-(5,6,7,8-tetrahydroimidazo[1,2-a]pyrazine-7-carbonyl)pyrrolidine-1-carboxylate